N-{(2S,3R)-4,4-difluoro-1-({2S}-oxetane-2-carbonyl)-2-[(2,2',3'-trifluoro[1,1'-biphenyl]-3-yl)methyl]pyrrolidin-3-yl}-methanesulfonamide FC1([C@@H]([C@@H](N(C1)C(=O)[C@H]1OCC1)CC=1C(=C(C=CC1)C1=C(C(=CC=C1)F)F)F)NS(=O)(=O)C)F